[N+](=O)([O-])C=1C=NN(C1N1CCN(C2CC12)C(=O)OC(C)(C)C)C1COC1 tert-butyl 5-(4-nitro-1-(oxetan-3-yl)-1H-pyrazol-5-yl)-2,5-diazabicyclo[4.1.0]heptane-2-carboxylate